cis-N-(3-((1S,2R)-2-cyanocyclobutyl)-4-methylphenyl)-3-methyl-6-azabicyclo[3.1.1]heptane-6-carboxamide C(#N)[C@H]1[C@H](CC1)C=1C=C(C=CC1C)NC(=O)N1C2CC(CC1C2)C